[C@H]12CN(C[C@H](CC1)N2)C2=NC(=NC1=C(C(=CC=C21)C2=CNC1=CC=CC(=C21)CCC)F)OCC21CCCN1CCC2 4-((1R,5S)-3,8-diazabicyclo[3.2.1]octan-3-yl)-8-fluoro-7-(4-propyl-1H-indol-3-yl)-2-((tetrahydro-1H-pyrrolizin-7a(5H)-yl)methoxy)quinazoline